FC(C1=NN(C=C1C(=O)NCC1=C(C(=CC=C1N1N=NC(=C1)C)OC)F)CC1=CC=C2CCN(CC2=C1)C)F 3-(difluoromethyl)-N-{[2-fluoro-3-methoxy-6-(4-methyl-1,2,3-triazol-1-yl)phenyl]methyl}-1-[(2-methyl-3,4-dihydro-1H-isoquinolin-7-yl)methyl]pyrazole-4-carboxamide